3-(1-ethyl-3-methyl-1H-pyrazol-5-yl)-6-methoxy-5H-pyrido[4,3-b]Indole-8-amide C(C)N1N=C(C=C1C1=CC=2NC=3C(=CC(=CC3C2C=N1)C(=O)N)OC)C